2,4,6-tris(4-(bromomethyl)phenyl)-1,3,5-triazine BrCC1=CC=C(C=C1)C1=NC(=NC(=N1)C1=CC=C(C=C1)CBr)C1=CC=C(C=C1)CBr